ClC1=NC(=NC=C1F)C=1N=C(C=2N(C1)C=CN2)CC2=CSC=C2 6-(4-chloro-5-fluoropyrimidin-2-yl)-8-(thiophen-3-ylmethyl)imidazo[1,2-a]pyrazine